Kalium pivaloat Kalium acetat C(C)(=O)[O-].[K+].C(C(C)(C)C)(=O)[O-].[K+]